(E)-3-(quinolin-3-yl)acrylic acid tert-butyl ester C(C)(C)(C)OC(\C=C\C=1C=NC2=CC=CC=C2C1)=O